CC1(OB(OC1(C)C)C=1C=CC=2N(C1)C=NC2C=2N(C=CN2)COCC[Si](C)(C)C)C 2-[6-(4,4,5,5-tetramethyl-1,3,2-dioxaborolan-2-yl)imidazo[1,5-a]pyridin-1-yl]-1-[[2-(trimethylsilyl)ethoxy]methyl]imidazole